4-methoxy-2,5-dimethyl-isophthalaldehyde COC1=C(C(=C(C=O)C=C1C)C)C=O